2,4,7,9-tetramethyl-5-decen-4,7-diol CC(C)CC(C=CC(CC(C)C)(O)C)(O)C